O=C1NC(CCC1NC=1C=C(C=CC1)C#CCNC(=O)C1=C(C=C(C=N1)C1=NC=C(C=C1)S(=O)(=O)C1=C2C=C(C(N(C2=CC(=C1)CC)C)=O)C)C)=O N-(3-(3-((2,6-Dioxopiperidin-3-yl)amino)phenyl)prop-2-yn-1-yl)-5-((7-ethyl-1,3-dimethyl-2-oxo-1,2-dihydroquinolin-5-yl)sulfonyl)-5'-methyl-[2,3'-bipyridine]-6'-carboxamide